Glycyl-Cyclohexylalanin NCC(=O)N([C@@H](C)C(=O)O)C1CCCCC1